tert-butyl (2S,6R)-4-(6-bromo-5-fluoropyridin-2-yl)-2,6-dimethylpiperazine-1-carboxylate BrC1=C(C=CC(=N1)N1C[C@@H](N([C@@H](C1)C)C(=O)OC(C)(C)C)C)F